(S)-4-amino-7-fluoro-N-methyl-N-(6-(prop-1-en-2-yl)-2,3-dihydrobenzofuran-3-yl)imidazo[1,5-a]quinoxaline-8-carboxamide NC=1C=2N(C3=CC(=C(C=C3N1)F)C(=O)N([C@@H]1COC3=C1C=CC(=C3)C(=C)C)C)C=NC2